BrC=1C=C2C(=NC=NC2=CC1)N1[C@H](CN(CC1)C(=O)OC(C)(C)C)C Tert-butyl (S)-4-(6-bromoquinazolin-4-yl)-3-methylpiperazine-1-carboxylate